C(C)(C)(C)OC(=O)N1[C@@H]2[C@@H]([C@@H](C[C@H]1CC2)NC2CC2)F |r| racemic-(1S,2R,3R,5R)-3-(cyclopropylamino)-2-fluoro-8-azabicyclo[3.2.1]octane-8-carboxylic acid tert-butyl ester